C(C)[C@H]1OC2=C(C=CC=3C=CN=CC23)CN(C1)C(=O)OC(C)(C)C tert-butyl (R)-2-ethyl-2,3-dihydro-[1,4]oxazepino[6,7-h]isoquinoline-4(5H)-carboxylate